FC(C(C)(C)C)(F)C1=NOC(=C1)N 3-(1,1-Difluoro-2,2-dimethylpropyl)isoxazol-5-amine